N1(N=CC=C1)C1=NC=CC=C1 2-(pyrazol-1-yl)pyridine